3-(4-fluoro-1,3-dioxo-2,3-dihydro-1H-inden-2-yl)piperidine-2,6-dione FC1=C2C(C(C(C2=CC=C1)=O)C1C(NC(CC1)=O)=O)=O